CC(C#CCB1OC(CN(CC(O1)=O)C)=O)(C)C 2-(4,4-dimethyl-pent-2-yn-1-yl)-6-methyl-1,3,6,2-dioxazaborocan-4,8-dione